C(CC1=C(C(=CC(=C1)CC(C)C)C(C)(C)C)O)C1=C(C(=CC(=C1)CC(C)C)C(C)(C)C)O 2,2'-ethylene-bis-(6-tert-butyl-4-isobutylphenol)